COC1=CC=C(CN2C(C(C(=C2C2=CC=C(C=C2)C)C)(C[Se]C2=CC=CC=C2)C)=O)C=C1 1-(4-Methoxybenzyl)-3,4-dimethyl-3-((phenylseleno)methyl)-5-(p-tolyl)-1H-pyrrol-2(3H)-one